Cl.O1N=CC(CC=C1)=O oxazepin-4(5H)-one hydrochloride